Cl.N[C@@H](C)C1=NC(=NN1C1=NC=CC=N1)N 5-[(1S)-1-aminoethyl]-1-(pyrimidin-2-yl)-1H-1,2,4-triazol-3-amine hydrochloride